C(#N)C1=C(N(N=C1C1=CC=C(C=C1)CC(NC1=NOC(=C1)C1CC12CCC2)=O)C(C)C)NC(OC(C)(C)C)=O tert-Butyl N-[4-cyano-2-isopropyl-5-[4-[2-oxo-2-[(5-spiro[2.3]hexan-2-ylisoxazol-3-yl)amino]ethyl]phenyl]pyrazol-3-yl]carbamate